1-(3-(4-amino-5-(7-methoxy-5-methylbenzothiophen-2-yl)-2-(2-morpholinoethoxy)-7H-pyrrolo[2,3-d]pyrimidin-7-yl)pyrrolidin-1-yl)prop-2-en-1-one NC=1C2=C(N=C(N1)OCCN1CCOCC1)N(C=C2C=2SC1=C(C2)C=C(C=C1OC)C)C1CN(CC1)C(C=C)=O